4-((benzyloxy)carbonyl)benzoic acid C(C1=CC=CC=C1)OC(=O)C1=CC=C(C(=O)O)C=C1